3-(2,6-difluoro-4-(2-hydroxyethyl)phenyl)piperidine-2,6-dione FC1=C(C(=CC(=C1)CCO)F)C1C(NC(CC1)=O)=O